C(CCCCCCC)OC1=CC=C(CCl)C=C1 4-octoxybenzyl chloride